OC1CCN(CC1)C1=C(C=C(C=C1)C)NC(=O)C=1OC(=CC1)C1CCOCC1 N-(2-(4-hydroxypiperidin-1-yl)-5-methylphenyl)-5-(tetrahydro-2H-pyran-4-yl)furan-2-carboxamide